N-(2-fluoro-4-(2-(((3S,5S)-5-fluoro-piperidin-3-yl)amino)-8-isopropyl-7-oxo-7,8-dihydropteridin-6-yl)-phenyl)pyrrolidine-1-sulfonamide FC1=C(C=CC(=C1)C1=NC=2C=NC(=NC2N(C1=O)C(C)C)N[C@@H]1CNC[C@H](C1)F)NS(=O)(=O)N1CCCC1